ClC1=C(C=C(C=N1)NC(OC(C)(C)C)=O)C tert-butyl N-(6-chloro-5-methyl-3-pyridyl)carbamate